C1(CC1)C=1N=C(OC1C(=O)N1[C@@H](C2=C(CC1)NC=N2)C=2OC1=C(N2)C=C(C=C1)F)C(C)(C)O (S)-(4-cyclopropyl-2-(2-hydroxypropan-2-yl)oxazol-5-yl)(4-(5-fluorobenzo[d]oxazol-2-yl)-6,7-dihydro-1H-imidazo[4,5-c]pyridin-5(4H)-yl)methanone